FC(C(=O)ON1CC(C(CC1)(F)F)CC=C)(F)F 3-allyl-4,4-difluoropiperidin-1-yl trifluoroacetate